COCCNC1=NN2C(C=N1)=C(C=C2)C=2C=NC=1N(C2)C(=CN1)C N-(2-methoxyethyl)-5-(3-methylimidazo[1,2-a]pyrimidin-6-yl)pyrrolo[2,1-f][1,2,4]triazin-2-amine